1-methyl-4-(((6-((triisopropylsilyl)ethynyl)naphthalen-2-yl)oxy)methyl)piperidine CN1CCC(CC1)COC1=CC2=CC=C(C=C2C=C1)C#C[Si](C(C)C)(C(C)C)C(C)C